P(=O)(O)(O)OC[C@@H]1[C@H]([C@H]([C@@H](O1)N1C(=O)NC(=O)C=C1)O)O Uridine Monophosphate